ClCC(=O)OC(CCCCCCCC)O nonanediol chloroacetate